OCC(C(C)C)N1C=NC2=C(C1=O)C=CN=C2 3-(1-hydroxy-3-methylbut-2-yl)pyrido[3,4-d]pyrimidin-4(3H)-one